(Z)-3-((Z)-5-((1R,2S,3S,4S)-3-((hexyloxy)methyl)-7-oxabicyclo[2.2.1]heptan-2-yl)pent-3-en-1-yl)-5-((triisopropylsilyl)methylene)furan-2(5H)-one C(CCCCC)OC[C@@H]1[C@@H]([C@H]2CC[C@@H]1O2)C\C=C/CCC=2C(O\C(\C2)=C/[Si](C(C)C)(C(C)C)C(C)C)=O